FC1=C(C=CC(=C1)F)C1=NN=C(S1)C(=O)N1[C@H](C2=C([C@H](C1)C=1C=NN(C1)C)SC=C2)C |r| [5-(2,4-difluorophenyl)-1,3,4-thiadiazol-2-yl]-[rac-(4S,7S)-4-methyl-7-(1-methylpyrazol-4-yl)-6,7-dihydro-4H-thieno[3,2-c]pyridin-5-yl]methanone